C(C)(=O)NC=1C=C(C(=O)NC2CCC(CC2)NC2=CC=CC3=C2C=C(S3)C(F)(F)F)C=CC1 3-acetamido-N-[(1s,4s)-4-{[2-(trifluoromethyl)-1-benzothiophen-4-yl]amino}cyclohexyl]benzamide